4-[4-(1,3-Benzooxazol-2-yl)piperidin-1-yl]-7-fluoro-1-methyl-2-oxo-1,2-dihydroquinoline-3-carbonitrile O1C(=NC2=C1C=CC=C2)C2CCN(CC2)C2=C(C(N(C1=CC(=CC=C21)F)C)=O)C#N